ClC1=C(CS(=O)(=O)C2=NC=3N(C(N(C(C3N2C)=O)C)=O)C)C=CC=C1 8-(2-chlorobenzyl-sulfonyl)-1,3,7-trimethyl-1H-purine-2,6(3H,7H)-dione